N-[[6-(3-Isopropoxyanilino)-2-pyridyl]sulfonyl]-2-(2,2,4-trimethylpyrrolidin-1-yl)pyridin-3-carboxamid C(C)(C)OC=1C=C(NC2=CC=CC(=N2)S(=O)(=O)NC(=O)C=2C(=NC=CC2)N2C(CC(C2)C)(C)C)C=CC1